Cl.Cl.ClC1=NNC=C1C1=CC=C2C(=CN(C2=C1)CCN(C)C)C(=O)[C@@H]1COC2=CC=C(C=C2C1)OC (S)-(6-(3-Chloro-1H-pyrazol-4-yl)-1-(2-(dimethylamino)ethyl)-1H-indol-3-yl)(6-methoxychroman-3-yl)methanone dihydrochloride